[2H]C1(CCN(C2=C(C=CC=C12)OC)C(=O)OC(C)(C)C)N1C(N(C2=NC(=NC=C2C1)NC1=CC=C(C=C1)N1CCN(CC1)C)C)=O tert-butyl 4-deuterio-8-methoxy-4-[1-methyl-7-[4-(4-methylpiperazin-1-yl)anilino]-2-oxo-4H-pyrimido[4,5-d]pyrimidin-3-yl]-2,3-dihydroquinoline-1-carboxylate